4-(3-Cyanophenyl)-N-(3-(2-(piperidin-1-yl)propyl)-1,2,4-thiadiazol-5-yl)furan-2-carboxamide C(#N)C=1C=C(C=CC1)C=1C=C(OC1)C(=O)NC1=NC(=NS1)CC(C)N1CCCCC1